(4-amino-1H-pyrazol-1-yl)cyclohexanone NC=1C=NN(C1)C1C(CCCC1)=O